(1-Carbamoyl-3,3-difluorocyclobutyl)methyl (1-((3-chloro-4-fluorophenyl)carbamoyl)-2-methyl-2,4,5,6-tetrahydrocyclopenta[c]pyrrol-4-yl)carbamate ClC=1C=C(C=CC1F)NC(=O)C=1N(C=C2C1CCC2NC(OCC2(CC(C2)(F)F)C(N)=O)=O)C